N-iso-Pentyl-2,4-dimethoxy-1H-benzo[d]imidazole-1-carboxamide C(CC(C)C)NC(=O)N1C(=NC2=C1C=CC=C2OC)OC